ClC=1C(N(C(=CC1OC([2H])([2H])C1=NC=C(C=C1F)Cl)C)C1=CC(=NC=C1C)N1C(C(=CC=C1)C(C)(C)O)=O)=O 3-chloro-4-[(5-chloro-3-fluoropyridin-2-yl)(2H2)methoxy]-2'-[3-(2-hydroxypropan-2-yl)-2-oxopyridin-1-yl]-5',6-dimethyl-[1,4'-bipyridin]-2-one